C(C)(=O)C1=C(C2=C(N=C(N=C2)NC2=CC=C(C=N2)N2CCN(CC2)C(CCC(=O)NC2=C(C(=O)NC=3SC(=C(N3)C)[N+](=O)[O-])C=CC=C2)=O)N(C1=O)C1CCCC1)C 2-(4-(4-(6-((6-acetyl-8-cyclopentyl-5-methyl-7-oxo-7,8-dihydropyrido[2,3-D]pyrimidin-2-yl)amino)pyridin-3-yl)-piperazin-1-yl)-4-oxobutanamido)-N-(4-methyl-5-nitrothiazol-2-yl)benzamide